N-(1-(tert-butyl)-6-cyano-5-methyl-1H-benzo[d]imidazol-2-yl)-3,3-difluorocyclobutane-1-carboxamide C(C)(C)(C)N1C(=NC2=C1C=C(C(=C2)C)C#N)NC(=O)C2CC(C2)(F)F